F[C@@H]1CO[C@@H](C2=CC=CC=C12)CN(C(OC(C)(C)C)=O)C tert-butyl (((1S,4S)-4-fluoroisochroman-1-yl)methyl)(methyl)carbamate